tert-butyl 3-fluoro-2-methyl-6-nitrobenzoate FC=1C(=C(C(=O)OC(C)(C)C)C(=CC1)[N+](=O)[O-])C